4-methoxy-N-[(1s,4s)-4-{[8-fluoro-2-(trifluoromethyl)imidazo[1,2-a]pyridin-5-yl]amino}cyclohexyl]benzamide COC1=CC=C(C(=O)NC2CCC(CC2)NC2=CC=C(C=3N2C=C(N3)C(F)(F)F)F)C=C1